ClC1=C(C=NC2=CN=CC=C12)[N+](=O)[O-] 4-chloro-3-nitro-1,7-naphthyridine